5-[(2R)-2-(2,5-difluorophenyl)pyrrolidin-1-yl]-N-(8-oxooctyl)pyrazolo[1,5-a]pyrimidine-3-carboxamide FC1=C(C=C(C=C1)F)[C@@H]1N(CCC1)C1=NC=2N(C=C1)N=CC2C(=O)NCCCCCCCC=O